7-(3,5-Dichlorophenyl)-N-[(4S)-3,4-dihydro-2H-chromen-4-yl]-4-fluoro-3-(morpholin-4-yl)-1-benzothiophene-2-carboxamide ClC=1C=C(C=C(C1)Cl)C1=CC=C(C=2C(=C(SC21)C(=O)N[C@H]2CCOC1=CC=CC=C21)N2CCOCC2)F